NC1=C(C=C(C=N1)NC(C(=O)N1[C@H](CC[C@@H](C1)C)C1=CC(=CC=C1)C1CN(CCC1)C)=O)CC N-(6-amino-5-ethyl-3-pyridyl)-2-[(2R,5S)-5-methyl-2-[3-(1-methyl-3-piperidyl)phenyl]-1-piperidyl]-2-oxo-acetamide